ClC=1N(N=C2C(N(CCC21)[C@@H]2C(N(C1=C(OC2)C=C2C(=C1)OC(=N2)C2CC2)C)=O)=O)CC2=C(C=CC=C2)F (S)-7-(3-chloro-2-(2-fluorobenzyl)-7-oxo-2,4,5,7-tetrahydro-6H-pyrazolo[3,4-c]pyridin-6-yl)-2-cyclopropyl-9-methyl-6,7-dihydrooxazolo[5',4':4,5]benzo[1,2-b][1,4]oxazepin-8(9H)-one